4-(4-((6-(2-chloro-6-fluorophenyl)-5-oxo-5,6,8,9-tetrahydroimidazo[1,2-a]pyrimido[5,4-e]pyrimidin-2-yl)amino)-2-methylphenyl)-1-methylpiperidine-4-carbonitrile ClC1=C(C(=CC=C1)F)N1C=2N(C3=C(C1=O)C=NC(=N3)NC3=CC(=C(C=C3)C3(CCN(CC3)C)C#N)C)CCN2